tris(buta-1,3-dien-1-yl)bismuthane C(=CC=C)[Bi](C=CC=C)C=CC=C